C1(CCCC1)N1C[C@H](CCC1)C1CCN(CC1)C(=O)OC(C)(C)C tert-butyl (R)-1-cyclopentyl-[3,4'-bipiperidine]-1'-carboxylate